3-{2-[(6,6-dimethylpiperidin-3-yl)amino]-5-(trifluoromethyl)pyrimidin-4-yl}-6,6,7-trimethyl-1H,4H,5H,6H,7H,8H-pyrrolo[2,3-c]azepin-8-one CC1(CCC(CN1)NC1=NC=C(C(=N1)C1=CNC=2C(N(C(CCC21)(C)C)C)=O)C(F)(F)F)C